5-[2-(2-{N-[(3-phenoxyphenyl)methyl]-formamido}phenyl)ethynyl]pyridine-2-carboxylic acid O(C1=CC=CC=C1)C=1C=C(C=CC1)CN(C=O)C1=C(C=CC=C1)C#CC=1C=CC(=NC1)C(=O)O